8-[1-(2-bromo-4-fluoro-anilino)ethyl]-3,6-dimethyl-chromen-4-one BrC1=C(NC(C)C=2C=C(C=C3C(C(=COC23)C)=O)C)C=CC(=C1)F